3-Ethyl-6,7-difluoro-2-((R)-1-((S)-3-methyl-1,4-diazepan-1-yl)butyl)quinazolin-4(3H)-one C(C)N1C(=NC2=CC(=C(C=C2C1=O)F)F)[C@@H](CCC)N1C[C@@H](NCCC1)C